1-(2-phenylpropyl)piperazine methyl-(2S)-2-[[(2S)-4-(1-bicyclo[1.1.1]pentanyl)pyrrolidine-2-carbonyl]amino]-3-[(3S)-2-oxopyrrolidin-3-yl]propanoate COC([C@H](C[C@H]1C(NCC1)=O)NC(=O)[C@H]1NCC(C1)C12CC(C1)C2)=O.C2(=CC=CC=C2)C(CN2CCNCC2)C